6-Bromo-4-[(1R)-1-cyclopropylethoxy]pyrazolo[1,5-a]pyridine-3-carbonitrile BrC=1C=C(C=2N(C1)N=CC2C#N)O[C@H](C)C2CC2